2,4,6,8-tetrakis(2-(3,4-epoxycyclohexyl)ethyl)-2,4,6,8-tetramethylcyclotetrasiloxane C1(CC2C(CC1)O2)CC[Si]2(O[Si](O[Si](O[Si](O2)(C)CCC2CC1C(CC2)O1)(C)CCC1CC2C(CC1)O2)(C)CCC2CC1C(CC2)O1)C